N-(2-(2-(2-(2-((2-(2,6-dioxopiperidin-3-yl)-1-oxoisoindolin-4-yl)amino)ethoxy)ethoxy)ethoxy)ethyl)-2-fluoro-4-(7-(quinolin-6-ylmethyl)imidazo[1,2-b][1,2,4]triazin-2-yl)benzamide O=C1NC(CCC1N1C(C2=CC=CC(=C2C1)NCCOCCOCCOCCNC(C1=C(C=C(C=C1)C=1C=NC=2N(N1)C(=CN2)CC=2C=C1C=CC=NC1=CC2)F)=O)=O)=O